COC(CN1C(C2=CC=C(C=C2[C@@]2([C@H](C2)F)C1)Br)=O)=O 2-[(2'S,4r)-6-bromo-2'-fluoro-1-oxospiro[3H-isoquinolin-4,1'-cyclopropan]-2-yl]acetic acid methyl ester